N4-Acetylcytosin C(C)(=O)NC1=NC(NC=C1)=O